2-methyl-5,11-dioxo-6,12-bis(benzoyloxy)tetracene CC1=CC=2C(=C3C(C4=CC=CC=C4C(=C3C(C2C=C1)=O)OC(C1=CC=CC=C1)=O)=O)OC(C1=CC=CC=C1)=O